FC=1C=C(C=CC1)CC1=C(C(=NO1)C)C(=O)OCC ethyl 5-(3-fluorophenylmethyl)-3-methylisoxazole-4-carboxylate